1-(2-fluoro-6-hydroxyphenyl)-2-hydroxynaphthalene FC1=C(C(=CC=C1)O)C1=C(C=CC2=CC=CC=C12)O